5-methyl-deoxycytidine 5'-triphosphate P(O)(=O)(OP(=O)(O)OP(=O)(O)O)OC[C@@H]1[C@H](C[C@@H](O1)N1C(=O)N=C(N)C(=C1)C)O